NC1=NC=NN2C1=C(C=C2C2CCN(CC2)C(C(C)C)=O)C2=CC=C(C=C2)C2=C(C(N(C(=C2CC#N)C)C=2C=NC=C(C2)F)=O)C(=O)N (4-(4-amino-7-(1-isobutyrylpiperidin-4-yl)pyrrolo[2,1-f][1,2,4]triazin-5-yl)phenyl)-5-(cyanomethyl)-5'-fluoro-6-methyl-2-oxo-2H-[1,3'-bipyridine]-3-carboxamide